C(C)(=O)N1CCC2=CC=C(C=C12)C(=O)NCC1=NC=C2C=CC(=NC2=C1)C1=NC(=CC=C1)N1C[C@@H](O[C@@H](C1)C)C 1-acetyl-N-((2-(6-((cis)-2,6-dimethylmorpholino)pyridin-2-yl)-1,6-naphthyridin-7-yl)methyl)indoline-6-carboxamide